C[C@]12C[C@]34C[C@H]1C[C@@H]([C@H]3[C@](C(=O)C=C4)(C)CCC(=O)OC)O2 The molecule is a polycyclic cage that is the methyl ester derivative of platensic acid. It is isolated from Streptomyces platensis. It has a role as a metabolite. It is a cyclic ether, a cyclic ketone, a polycyclic cage and a methyl ester. It derives from a platensic acid.